NC1=CC2=CN(N=C2C=C1C(=O)OC)CCC(C)(C)O methyl 5-amino-2-(3-hydroxy-3-methylbutyl)-2H-indazole-6-carboxylate